F[C@@H]1CN(CC[C@H]1NC=1C=2C=C(N(C2C=CC1)CC(F)(F)F)C=1OC(=NN1)CNC1=C(C=C(C=C1)S(=O)(=O)C)OC)C |r| (+/-)-N-((3R,4R)-3-fluoro-1-methylpiperidin-4-yl)-2-(5-(((2-methoxy-4-(methylsulfonyl)phenyl)amino)methyl)-1,3,4-oxadiazol-2-yl)-1-(2,2,2-trifluoroethyl)-1H-indol-4-amine